(2R,6R)-2,6-dimethyloxan C[C@H]1O[C@@H](CCC1)C